Aza-Methionine NN(CCSC)C(=O)O